1-(4-Fluoro-phenyl)-4-methyl-2-oxo-1,2-dihydropyridine-3-carboxylic acid FC1=CC=C(C=C1)N1C(C(=C(C=C1)C)C(=O)O)=O